5-fluorobenzo[d]isothiazole-3-carboxamide FC=1C=CC2=C(C(=NS2)C(=O)N)C1